FCC(CN(CCC(C(=O)O)NC(=O)C1(CC1)C1=NC=CN=C1C)CCCCC1=NC=2NCCCC2C=C1)OC 4-[[3-fluoro-2-methoxy-propyl]-[4-(5,6,7,8-tetrahydro-1,8-naphthyridin-2-yl)butyl]amino]-2-[[1-(3-methylpyrazin-2-yl)cyclopropanecarbonyl]amino]butanoic acid